(1R*,7S*)-3-((S)-1-(2-((S)-amino(4,4-difluorocyclohexyl)methyl)imidazo[1,2-b]pyridazin-7-yl)-2-methoxyethyl)-8,8-difluoro-3,5-diazabicyclo[5.1.0]octan-4-one N[C@H](C=1N=C2N(N=CC(=C2)[C@@H](COC)N2C[C@@H]3C([C@@H]3CNC2=O)(F)F)C1)C1CCC(CC1)(F)F |o1:16,18|